BrC(C(=O)OCC)(C(=O)OCC)C diethyl 2-bromo-2-methylmalonate